C1(CC1)C1=CN=C(S1)C(C)=O (5-cyclopropylthiazol-2-yl)ethanone